O=C([C@@H](C)N1C(C2=CC=CC=C2C1=O)=O)N1CC=CCC1C=1C=NC=CC1 2-((2R)-1-oxo-1-(6-(pyridin-3-yl)-5,6-dihydropyridin-1(2H)-yl)propan-2-yl)isoindoline-1,3-dione